bis-(2,4,6-tri-O-acetyl-3-azido-3-deoxy-β-D-galactopyranosyl)-sulfane C(C)(=O)O[C@H]1[C@@H](O[C@@H]([C@@H]([C@@H]1N=[N+]=[N-])OC(C)=O)COC(C)=O)S[C@H]1[C@H](OC(C)=O)[C@H]([C@@H](OC(C)=O)[C@H](O1)COC(C)=O)N=[N+]=[N-]